O=S1(CCC=2NC(=CC21)C(=O)N2[C@@H]([C@@H]1[C@H](C2)CCC1)C(=O)N[C@@H](C[C@H]1C(NCC1)=O)C(CO)=O)=O (1S,3aR,6aS)-2-{1,1-dioxo-2H,3H,4H-1λ6-thieno[3,2-b]pyrrole-5-carbonyl}-N-[(2S)-4-hydroxy-3-oxo-1-[(3S)-2-oxopyrrolidin-3-yl]butan-2-yl]-hexahydro-1H-cyclopenta[c]pyrrole-1-carboxamide